tert-butyl 4-((6-chloro-3-(methylcarbamoyl)pyridazin-4-ylamino)methyl)piperidine-1-carboxylate ClC1=CC(=C(N=N1)C(NC)=O)NCC1CCN(CC1)C(=O)OC(C)(C)C